3-ethyl-1-methyl-1H-pyrazole-5-carboxylate C(C)C1=NN(C(=C1)C(=O)[O-])C